1-(4-bromo-1-phenyl-3-(pyridin-2-yl)-1H-pyrazol-5-yl)-3-((3s,4r)-4-(3,4-difluorophenyl)-1-(2-methoxyethyl)pyrrolidin-3-yl)urea BrC=1C(=NN(C1NC(=O)N[C@@H]1CN(C[C@H]1C1=CC(=C(C=C1)F)F)CCOC)C1=CC=CC=C1)C1=NC=CC=C1